ClC1=NN2C(N=CC3=C2C(C[C@H]3C(=O)NC=3C=NC(=C(C3)Cl)N3N=CC(=N3)[C@@H](C)O)(C)C)=C1 (R)-2-chloro-N-(5-chloro-6-(4-((R)-1-hydroxyethyl)-2H-1,2,3-triazol-2-yl)pyridin-3-yl)-8,8-dimethyl-7,8-dihydro-6H-cyclopenta[e]pyrazolo[1,5-a]pyrimidine-6-carboxamide